CN(CCCOC1=C(C=C(C=N1)C1=CC=2C3=C(C=NC2C=C1)N(CC31CC1)C)OC)C 8'-(6-(3-(Dimethylamino)propoxy)-5-methoxypyridin-3-yl)-3'-methylspiro[cyclopropane-1,1'-pyrrolo[2,3-c]quinolin]